6-ethyl-5-(tetrahydropyran-4-ylamino)pyrazine C(C)C1=C(N=CC=N1)NC1CCOCC1